acryloyloxyethylsuccinic acid C(C=C)(=O)OCCC(C(=O)O)CC(=O)O